N-((5aR,5bS,7aS,10aS,10bR,E)-8-hydrazineylidene-5a,7a-dimethyl-5,5a,5b,6,7,7a,8,9,10,10a,10b,11-dodecahydro-4H-cyclopenta[7,8]phenanthro[2,1-d]thiazol-2-yl)morpholin-4-amine N(/N)=C\1/CC[C@@H]2[C@@]1(CC[C@@H]1[C@]3(CCC=4N=C(SC4C3=CC[C@@H]21)NN2CCOCC2)C)C